FC(F)(F)C=1N=NN=NC1 trifluoromethyl-1,2,4-triazazine